1-(1-(1-((4-fluoropiperidin-4-yl)methyl)piperidin-4-yl)-1H-indazol-4-yl)dihydropyrimidine-2,4(1H,3H)-dione hydrochloride Cl.FC1(CCNCC1)CN1CCC(CC1)N1N=CC2=C(C=CC=C12)N1C(NC(CC1)=O)=O